C(C)(C)(C)[Zn]C(C)(C)C di(t-butyl)zinc